tert-butyl 4-((1-(2,6-difluoro-4-nitrophenyl)piperidin-4-yl)methyl)piperazine-1-carboxylate FC1=C(C(=CC(=C1)[N+](=O)[O-])F)N1CCC(CC1)CN1CCN(CC1)C(=O)OC(C)(C)C